3-(trifluoromethoxy)-1-trityl-4H-pyrazolo[4,3-b]pyridin-5-one FC(OC1=NN(C2=C1NC(C=C2)=O)C(C2=CC=CC=C2)(C2=CC=CC=C2)C2=CC=CC=C2)(F)F